C1(=CC=CC=C1)NC(=O)C1=CSC=C1 N-phenylthiophene-3-carboxamide